(S)-1-(cyclopropyl(methyl)carbamoyl)pyrrolidin-3-yl (1-(4-(2,6-dioxopiperidin-3-yl)-3,5-difluorophenyl)azetidin-3-yl)carbamate O=C1NC(CCC1C1=C(C=C(C=C1F)N1CC(C1)NC(O[C@@H]1CN(CC1)C(N(C)C1CC1)=O)=O)F)=O